C(CCC)N(C(C=C)=O)CCCC N,N-dibutylacrylamide